3-(3-((6-((4-chloropyridin-2-yl)methoxy)pyridin-3-yl)methyl)isoxazol-5-yl)pyridin-2-amine ClC1=CC(=NC=C1)COC1=CC=C(C=N1)CC1=NOC(=C1)C=1C(=NC=CC1)N